C1=C(N=CC=2C=CC3=C(C12)C=CC=C3)OS(=O)(=O)C(F)(F)F triflic acid benzo[f]isoquinolin-2-yl ester